C[Si](C)(C)C[C-]1C=CC2=CC=3CCCC3C=C12 (trimethylsilyl)methyl-1,5,6,7-tetrahydro-s-indacenide